3-(1-Isopentyl-1H-1,2,3-triazol-4-yl)-N-isopropyl-6-(1H-pyrazol-4-yl)chinolin-4-amin C(CC(C)C)N1N=NC(=C1)C=1C=NC2=CC=C(C=C2C1NC(C)C)C=1C=NNC1